6-(4-Acetylbenzamido)hexanoic acid methyl ester COC(CCCCCNC(C1=CC=C(C=C1)C(C)=O)=O)=O